bis(4-aminophenyl) bis(2-aminoethyl) orthosilicate [Si](OC1=CC=C(C=C1)N)(OC1=CC=C(C=C1)N)(OCCN)OCCN